(2R,4R)-6-chloro-N-{3-[4-(5-cyclopropylpyridin-2-yl)-1H-pyrazol-1-yl]bicyclo[1.1.1]pentan-1-yl}-4-hydroxy-3,4-dihydro-2H-1-benzopyran-2-carboxamide ClC=1C=CC2=C([C@@H](C[C@@H](O2)C(=O)NC23CC(C2)(C3)N3N=CC(=C3)C3=NC=C(C=C3)C3CC3)O)C1